CN(C/C=C/C(=O)NC1=C(C=C(C(=C1)NC1=NC=NC(=C1)N1OCC[C@@H]1C1=CC(=C(C=C1)F)OCC1=CC(=CC=C1)F)OC)F)C (R,E)-4-(dimethyl-amino)-N-(2-fluoro-5-((6-(3-(4-fluoro-3-((3-fluorobenzyl)oxy)-phenyl)isoxazolidin-2-yl)pyrimidin-4-yl)amino)-4-methoxyphenyl)but-2-enamide